C(CC)(=O)N1CCN(CC1)C(CC)C1=CC=C(C=C1)[C@H](C)NC=1N=CC2=C(N1)N(C(C=C2)=O)C(C)C 2-{[(1S)-1-{4-[1-(4-Propanoylpiperazin-1-yl)propyl]phenyl}ethyl]amino}-8-(propan-2-yl)pyrido[2,3-d]pyrimidin-7(8H)-on